N-(1,3-dihydroxypropan-2-yl)-6-(2-(4-fluorophenyl)-1H-pyrrolo[2,3-b]pyridin-5-yl)picolinamide OCC(CO)NC(C1=NC(=CC=C1)C=1C=C2C(=NC1)NC(=C2)C2=CC=C(C=C2)F)=O